CC([C@H](C)NC(=O)C=1N(N=C(C1)C1=CC=C(C=C1)F)C)(C)C N-[(2S)-3,3-dimethylbutan-2-yl]-5-(4-fluorophenyl)-2-methylpyrazole-3-carboxamide